Methyl 4-[(1S)-1-[[4-(cyclohexylmethylamino)tetrahydropyran-4-carbonyl]amino]ethyl]benzoate C1(CCCCC1)CNC1(CCOCC1)C(=O)N[C@@H](C)C1=CC=C(C(=O)OC)C=C1